ClC1=C(C=CC=2C3=C(NC12)CCN(C3)C(=O)C3=NC=C(C=N3)N(C)C)Cl (6,7-dichloro-1,3,4,5-tetrahydro-2H-pyrido[4,3-b]indol-2-yl)(5-(dimethylamino)pyrimidin-2-yl)methanone